3-amino-5-(1-amino-1,3-dihydrospiro[indene-2,4'-piperidin]-1'-yl)pyridine NC=1C=NC=C(C1)N1CCC2(CC1)C(C1=CC=CC=C1C2)N